trans-4-[(5-cyano-6-fluoro-indazol-1-yl)methyl]cyclohexanecarboxylic acid C(#N)C=1C=C2C=NN(C2=CC1F)C[C@@H]1CC[C@H](CC1)C(=O)O